C(C)(=O)[O-].C(CCCCCCCCCCCCCCCCCCCCC)[N+](C)(C)C behenyl-trimethyl-ammonium acetate